FC1(CN(CC1)CC(=O)N1CCC(CC1)C=1C=C2C(=C(NC2=CC1)C=1C=C(C=2N(C1)N=NN2)C)C(C)C)F 2-(3,3-difluoropyrrolidin-1-yl)-1-(4-(3-isopropyl-2-(8-methyltetrazolo[1,5-a]pyridin-6-yl)-1H-indol-5-yl)piperidin-1-yl)ethan-1-one